5-(8-dimethylamino-2-oxo-8-phenyl-1,3-diazaspiro[4.5]decan-3-yl)-2-morpholin-4-yl-isonicotinonitrile CN(C1(CCC2(CN(C(N2)=O)C2=CN=C(C=C2C#N)N2CCOCC2)CC1)C1=CC=CC=C1)C